O=S1(CCC(CC1)NC(=O)C=1C=NC=CC1)=O N-(1,1-dioxothian-4-yl)pyridine-3-carboxamide